OC1CC(C1)NC(=O)C=1C=NN2C1N=C(C=C2NC)NC=2C(N(C=CC2)C)=O N-(3-hydroxycyclobutyl)-5-((1-methyl-2-oxo-1,2-dihydropyridin-3-yl)amino)-7-(methylamino)pyrazolo[1,5-a]pyrimidine-3-carboxamide